[2-formyl-4-(4-propylcyclohexanecarbonyl)oxy-phenyl] 4-(6-prop-2-enoyloxyhexoxy)benzoate C(C=C)(=O)OCCCCCCOC1=CC=C(C(=O)OC2=C(C=C(C=C2)OC(=O)C2CCC(CC2)CCC)C=O)C=C1